(Z)-N-methyl-N-(1-oxo-9-octadecenyl)glycine CN(CC(=O)O)C(CCCCCCC\C=C/CCCCCCCC)=O